C(C1=CC=CC=C1)OCCC(C=C)O 5-(benzyloxy)pent-1-en-3-ol